OC1=C(C=CC(=C1)C)C=1NC=CN1 2-(2-hydroxy-4-methylphenyl)imidazole